N-[2-(3-phenylureido)phenyl]-o-toluenesulfonamide C1(=CC=CC=C1)NC(NC1=C(C=CC=C1)NS(=O)(=O)C=1C(C)=CC=CC1)=O